ClC1=C2C(=NC=C1OC=1C=NN3C1C(=NC=C3)NC)N=C(N2C)NC=2C(N(C=C(C2)C(F)(F)F)C2CC(C2)O)=O 3-((7-chloro-1-methyl-6-((4-(methylamino)pyrazolo[1,5-a]pyrazin-3-yl)oxy)-1H-imidazo[4,5-b]pyridin-2-yl)amino)-1-((1s,3s)-3-hydroxycyclobutyl)-5-(trifluoromethyl)pyridin-2(1H)-one